C(C=C)(=O)N1C(CCC1)CN1C(N(C=2C=NC=CC21)C2=CC=C(C=C2)OC2=CC=CC=C2)=O 1-(1-Acryloyl-pyrrolidin-2-ylmethyl)-3-(4-phenoxy-phenyl)-1,3-dihydro-imidazo[4,5-c]pyridin-2-one